4-(2-((tert-butyldimethylsilyl)oxy)ethoxy)-5-chloro-2-isopropylpyridin-3-yl-7-chloro-6-fluoro-2-oxo-1,2-dihydropyrido[2,3-d]pyrimidin-4-yl-2,5-dimethylpiperazine-1-carboxylate [Si](C)(C)(C(C)(C)C)OCCOC1=C(C(=NC=C1Cl)C(C)C)OC(=O)N1C(CNC(C1)C)(C)C=1C2=C(NC(N1)=O)N=C(C(=C2)F)Cl